4-[2,3-dichloro-6-(prop-2-en-1-yloxy)phenyl]-1-(3-methylenecyclobutyl)pyrrolidin-2-one ClC1=C(C(=CC=C1Cl)OCC=C)C1CC(N(C1)C1CC(C1)=C)=O